C12CCC(CC1)N2CC[C@@H](CC(=O)O)NC(=O)C2=NN(C(=C2)C2=C(C=CC=C2OC)OC)C2CCCC2 (3S)-5-{7-azabicyclo[2.2.1]heptan-7-yl}-3-{[1-cyclopentyl-5-(2,6-dimethoxyphenyl)-1H-pyrazol-3-yl]formamido}pentanoic acid